2-{6-[(3s,5r)-3,5-dimethylpiperazin-1-yl]pyridazin-3-yl}-5-(2H-indazol-5-yl)pyridin-3-ol C[C@H]1CN(C[C@H](N1)C)C1=CC=C(N=N1)C1=NC=C(C=C1O)C1=CC2=CNN=C2C=C1